C(C)(C)[Hf](C1=CC=CC=2C3=CC=CC=C3CC12)C1C=CC=C1 i-propyl(cyclopentadienyl)(fluorenyl)hafnium